ClC1=C(N(N=C1C(F)(F)F)C1=CC(=CC=C1)C(NC1=CC2=C(N=C(O2)C)C=C1F)=O)COC1=CC=C(C(=O)OC(C)(C)C)C=C1 tert-Butyl 4-[[4-chloro-2-[3-[(5-fluoro-2-methyl-1,3-benzoxazol-6-yl) carbamoyl] phenyl]-5-(trifluoromethyl)pyrazol-3-yl]methoxy]benzoate